7-((4-(3,5-dimethyl-1H-pyrazol-4-yl)phenyl)amino)-4-(trifluoromethyl)-2H-benzopyran-2-one CC1=NNC(=C1C1=CC=C(C=C1)NC1=CC2=C(C(=CC(O2)=O)C(F)(F)F)C=C1)C